(R)-1-(5-(5-(difluoromethoxy)-6-methoxypyridin-3-yl)pyrazolo[1,5-A]pyridin-2-yl)-3-(2,3-dihydroxypropyl)urea FC(OC=1C=C(C=NC1OC)C1=CC=2N(C=C1)N=C(C2)NC(=O)NC[C@H](CO)O)F